C(O)([O-])=O.[K].C[N+](CCCS(=O)(=O)O)(CCOC(C(=C)C)=O)C N,N-dimethyl-N-methacryloyloxyethyl-N-(3-sulfopropyl)ammonium Potassium Hydrogencarbonate